6-(trifluoroacetamido)-hexyl-(2-cyanoethyl)-(N,N-diisopropyl)-phosphoramidite FC(C(=O)NCCCCCCOP([O-])(N(C(C)C)C(C)C)CCC#N)(F)F